2-(ethoxymethyl)-N7-[cis-3-(trifluoromethoxy)cyclobutyl]pyrazolo[1,5-a]pyrimidine-3,7-dicarboxamide C(C)OCC1=NN2C(N=CC=C2C(=O)N[C@@H]2C[C@@H](C2)OC(F)(F)F)=C1C(=O)N